4-(4-((5-((3S,4S)-4-amino-3-methyl-2-oxa-8-azaspiro[4.5]dec-8-yl)Pyrazin-2-yl)thio)-3-chloropyridin-2-yl)-N2-(((S)-tetrahydrofuran-2-yl)methyl)pyrimidine-2,4-diamine hydrochloride Cl.N[C@@H]1[C@@H](OCC12CCN(CC2)C=2N=CC(=NC2)SC2=C(C(=NC=C2)C2(NC(=NC=C2)NC[C@H]2OCCC2)N)Cl)C